7-cyano-10-(4-fluorobenzoyl)-6,8,9-trifluoro-1,2,3,4-tetrahydropyrimidino[1,2-a]indole C(#N)C=1C(=C(C=2C(=C3N(C2C1F)CCCN3)C(C3=CC=C(C=C3)F)=O)F)F